CC(C)CC(C=CC(CC(C)C)(O)C)(O)C 2,4,7,9-tetramethyl-5-decene-4,7-diol